6-chloro-2-(4-methoxypiperidine-1-carbonyl)-1,2,3,4-tetrahydroisoquinoline ClC=1C=C2CCN(CC2=CC1)C(=O)N1CCC(CC1)OC